COCC1=CC=CC=C1C=1C(OC2=CC=CC=C2C1)=O methylcoumarinbenzyl ether